((R)-4,4-difluoro-1-methylpiperidin-2-yl)((R)-4-(6-ethyl-8-fluoro-4-methyl-3-(3-methyl-1,2,4-oxadiazol-5-yl)quinolin-2-yl)-3-methylpiperazin-1-yl)methanone FC1(C[C@@H](N(CC1)C)C(=O)N1C[C@H](N(CC1)C1=NC2=C(C=C(C=C2C(=C1C1=NC(=NO1)C)C)CC)F)C)F